Cl.N[C@H](C(C)(C)C)C(=O)O (R)-tert-butylglycine hydrochloride